FC1=C(C(=C(C=C1OC)OC)F)N1C(N(C2=C(C1)C=NC1=C2C=C(N1)CCCN1CCN(CC1)CC)C)=O 3-(2,6-difluoro-3,5-dimethoxyphenyl)-8-(3-(4-ethylpiperazin-1-yl)propyl)-1-methyl-1,3,4,7-tetrahydro-2H-pyrrolo[3',2':5,6]pyrido[4,3-d]pyrimidin-2-one